CC1=CC=C(C=C1)S(=O)(=O)OCCCN1C(C2=CC=C3C=4C2=C(C1=O)C=CC4OC4=CC=C(C=C43)C4=CC=C(C=C4)OCCCCC)=O 3-(1,3-dioxo-9-(4-(pentyloxy)phenyl)-1H-xantheno[2,1,9-def]isoquinolin-2(3H)-yl)propyl 4-methylbenzenesulfonate